C(C1=CC=CC=C1)N(C(CC1=C(N=C2N1C=CC(=C2)C)C2=CC=C(C=C2)Cl)=O)CC N-benzyl-N-ethyl-2-[2-(4-chlorophenyl)-7-methyl-imidazo[1,2-a]pyridin-3-yl]-acetamide